C1(=CC=CC=C1)P([C-]1C=C(C=C1)C(C)=O)C1=CC=CC=C1.[C-]1(C=C(C=C1)C(C)=O)P(C1=CC=CC=C1)C1=CC=CC=C1.[Fe+2] 1,1'-bis(diphenylphosphino)3,3'-diacetyl-ferrocene